Cl.ClC=1C=CC=C2C=CC(=NC12)NC1=CC=C(C=C1)OC(F)(F)F 8-chloro-N-(4-(trifluoromethoxy)phenyl)quinolin-2-amine hydrochloride